FC(OC1=CC=C(C=C1)C1=CN=C(S1)N)(F)F 5-[4-(trifluoromethoxy)phenyl]thiazol-2-amine